Cl.FC(C1=NC=CC(=C1)N1CC2(CC1)CCNCC2)(F)F 2-(2-(trifluoromethyl)pyridin-4-yl)-2,8-diazaspiro[4.5]decane hydrochloride